dioxo-λ5-phosphane O=P=O